N,N-dimethyl-heptanamine CN(CCCCCCC)C